(3S,4R,5S,6S)-6-((4-((ditetradecylamino)methyl)-1H-1,2,3-triazol-1-yl)methyl)tetrahydro-2H-pyran-2,3,4,5-tetraol C(CCCCCCCCCCCCC)N(CCCCCCCCCCCCCC)CC=1N=NN(C1)C[C@H]1[C@H]([C@H]([C@@H](C(O1)O)O)O)O